C(C)C(CN1C(=C(C(C2=CC=CC=C12)=O)OC(=O)C(C)(C)C)C1=CC=CC=C1)CCCC N-(2-ethylhexyl)-2-phenyl-3-tert-butylcarbonyloxy-quinolin-4-one